N-(2-{3a-methoxy-octahydropyrrolo[3,4-b]pyrrol-5-yl}-5,6,7,8-tetrahydroquinolin-6-yl)-3-amino-4,6-dimethylthieno[2,3-b]pyridine-2-carboxamide COC12C(NCC1)CN(C2)C2=NC=1CCC(CC1C=C2)NC(=O)C2=C(C=1C(=NC(=CC1C)C)S2)N